2-[(4R)-7-chloro-10-[3-(4-chloro-3,5-dimethyl-phenoxy)propyl]-4-methyl-1-oxo-6-(1,3,5-trimethylpyrazol-4-yl)-3,4-dihydropyrazino[1,2-a]indol-2-yl]-1-methyl-indole-4-carboxylic Acid ClC=1C=CC=2C(=C3N(C2C1C=1C(=NN(C1C)C)C)[C@@H](CN(C3=O)C=3N(C=1C=CC=C(C1C3)C(=O)O)C)C)CCCOC3=CC(=C(C(=C3)C)Cl)C